(S)-2-(4-cyclopropyl-6-methoxypyrimidin-5-yl)-8-(1-(4-(5-methyl-3-(trifluoromethyl)-1H-pyrazol-1-yl)phenyl)ethyl)pyrido[2,3-d]pyrimidin-7(8H)-one C1(CC1)C1=NC=NC(=C1C=1N=CC2=C(N1)N(C(C=C2)=O)[C@@H](C)C2=CC=C(C=C2)N2N=C(C=C2C)C(F)(F)F)OC